3-methyl-1-phenyl-1H-pyrazole-4-sulfonyl chloride CC1=NN(C=C1S(=O)(=O)Cl)C1=CC=CC=C1